6-(3-Hydroxy-4-methoxy-3-methylbut-1-yn-1-yl)-4-(6-(6-((6-methoxypyridin-3-yl)methyl)-3,6-diazabicyclo[3.1.1]heptan-3-yl)pyridin-3-yl)pyrazolo[1,5-a]pyridine-3-carbonitrile OC(C#CC=1C=C(C=2N(C1)N=CC2C#N)C=2C=NC(=CC2)N2CC1N(C(C2)C1)CC=1C=NC(=CC1)OC)(COC)C